2,7-bis(4-methoxyphenyl)-9,9-bis(4-hydroxyphenyl)fluorene COC1=CC=C(C=C1)C1=CC=2C(C3=CC(=CC=C3C2C=C1)C1=CC=C(C=C1)OC)(C1=CC=C(C=C1)O)C1=CC=C(C=C1)O